6-(2-((Z)-2-(((E)-benzylidene)hydrazineylidene)-4-oxothiazolidin-5-yl)acetamido)-3,3-dimethyl-7-oxo-4-thia-1-azabicyclo[3.2.0]heptane-2-carboxylic acid C(/C1=CC=CC=C1)=N\N=C\1/SC(C(N1)=O)CC(=O)NC1C2SC(C(N2C1=O)C(=O)O)(C)C